trans-3-(3,4,5-trifluorophenoxy)cyclobutan-1-amine hydrochloride Cl.FC=1C=C(O[C@@H]2C[C@H](C2)N)C=C(C1F)F